((2S,5R)-5-amino-2-methylpiperidin-1-yl)(2-(1-(cyclopropylmethyl)-6-(2-phenylpyridin-3-yl)-1H-pyrrolo[2,3-b]pyridin-2-yl)-7-methoxy-1-methyl-1H-benzo[d]imidazol-5-yl)methanone N[C@@H]1CC[C@@H](N(C1)C(=O)C1=CC2=C(N(C(=N2)C2=CC=3C(=NC(=CC3)C=3C(=NC=CC3)C3=CC=CC=C3)N2CC2CC2)C)C(=C1)OC)C